C(=O)(O)COC=1C=C(C=CC1)C=1N=NN([NH+]1)C1=CC=C(C=C1)S(=O)(=O)O 5-(3-carboxymethyloxy-phenyl)-2-(4-sulfophenyl)-2H-tetrazolium